P(=O)(OCC(COC(CCCCCCCCCCCCCCC)=O)OC(CCCCCCCCCCCCCCC)=O)(OCCC[N+](C)(C)C)[O-] 2,3-bis(palmitoyloxy)propyl (3-(trimethylammonio)propyl) phosphate